(1s,4s)-4-((2-((2-(1-(Cyclopropylsulfonyl)-1H-pyrazol-4-yl)pyrimidin-4-yl)amino)-5-((1-(2,2,2-trifluoroethyl)-1H-pyrazol-4-yl)ethynyl)pyridin-4-yl)amino)-1-methylcyclohexan-1-ol C1(CC1)S(=O)(=O)N1N=CC(=C1)C1=NC=CC(=N1)NC1=NC=C(C(=C1)NC1CCC(CC1)(O)C)C#CC=1C=NN(C1)CC(F)(F)F